CB1OC([C@H]2N1CCC2)(C2=CC=CC=C2)C2=CC=CC=C2 (3aS)-1-methyl-3,3-diphenyltetrahydro-3H-pyrrolo[1,2-c][1,3,2]oxazaborole